C(CC(=O)[O-])C(/C=C(/C(=O)O)\\[O-])O The molecule is dicarboxylate anion of 2,4-dihydroxyhept-2-enedioic acid. It is a conjugate base of a 2,4-dihydroxyhept-2-enedioic acid. It is a tautomer of a 4-hydroxy-2-oxoheptanedioate.